((1S*,3R*)-3-(3-chlorobenzyl)-3-(methoxy(methyl)carbamoyl)cyclopentyl)carbamate ClC=1C=C(C[C@]2(C[C@H](CC2)NC([O-])=O)C(N(C)OC)=O)C=CC1 |o1:5,7|